2-(4-hydroxy-3-nitrophenyl)-7-phenyl-2,3,4,5-tetrahydro-1H-benzo[C]azepin-1-one OC1=C(C=C(C=C1)N1C(C2=C(CCC1)C=C(C=C2)C2=CC=CC=C2)=O)[N+](=O)[O-]